CN1N=C2C(C(N(CCO2)C2=C(C=C(C=C2)C=2N=CC3=C(N2)C=CC(=N3)C(F)(F)F)C)=O)=N1 2-methyl-7-(2-methyl-4-(6-(trifluoromethyl)pyrido[3,2-d]pyrimidin-2-yl)phenyl)-6,7-dihydro-2H-[1,2,3]triazolo[4,5-f][1,4]oxazepin-8(5H)-one